(1R,3S)-N,3-dimethyl-5-(trifluoromethyl)-2,3-dihydro-1H-inden-1-amine hydrochloride Cl.CN[C@@H]1C[C@@H](C2=CC(=CC=C12)C(F)(F)F)C